O=C1C2=C(N=C(N1)[C@H]1[C@@H](CC1)C1=NC=CC=N1)N(N=C2C#N)[C@@H](C)C2CCOCC2 4-oxo-6-((1R,2R)-2-(pyrimidin-2-yl)cyclobutyl)-1-((S)-1-(tetrahydro-2H-pyran-4-yl)ethyl)-4,5-dihydro-1H-pyrazolo[3,4-d]pyrimidine-3-carbonitrile